NC1=NC=2C=CC(=CC2C2=C1[C@H](OC2)C)C(=O)N2[C@@H](COCC2)C2=CC(=C(C=C2)F)OC(F)(F)F ((3R)-4-amino-3-methyl-1,3-dihydrofuro[3,4-c]quinolin-8-yl)((3R)-3-(4-fluoro-3-(trifluoromethoxy)phenyl)-4-morpholinyl)methanone